O1C2=C(C=C1C=1N=C3SC(=NN3C1)OC)C=CC=1CCCC12 6-(7,8-dihydro-6H-indeno[4,5-b]furan-2-yl)-2-methoxyimidazo[2,1-b][1,3,4]thiadiazole